BrC=1C=C2C(=CN=NC2=CC1)NC=1C=NN(C1)C 6-bromo-N-(1-methylpyrazol-4-yl)cinnolin-4-amine